4-(4-(((2-(2,6-dioxopiperidin-3-yl)-1,3-dioxoisoindolin-4-yl)oxy)methyl)piperidin-1-yl)-N-((1R,3R)-3-((5-propylpyrazolo[1,5-a]pyrimidin-7-yl)amino)cyclopentyl)benzamide O=C1NC(CCC1N1C(C2=CC=CC(=C2C1=O)OCC1CCN(CC1)C1=CC=C(C(=O)N[C@H]2C[C@@H](CC2)NC2=CC(=NC=3N2N=CC3)CCC)C=C1)=O)=O